4-(7-Methyl-2,7-diazaspiro[3.5]nonan-2-yl)-N-(2-phenoxyethyl)-1H-benzo[d]imidazole-1-carboxamide CN1CCC2(CN(C2)C2=CC=CC=3N(C=NC32)C(=O)NCCOC3=CC=CC=C3)CC1